FC1=C(C=CC(=C1F)OC)C1=CN=C2N1C=CN=C2NC2=CC(=C(C(=O)NCCCN(CC1CN(C1)C(=O)OC(C)(C)C)CC1CN(C1)C(=O)OC(C)(C)C)C=C2)CC di-tert-butyl 3,3'-(((3-(4-((3-(2,3-difluoro-4-methoxyphenyl)imidazo[1,2-a]pyrazin-8-yl)amino)-2-ethylbenzamido)propyl)azanediyl)bis(methylene))bis(azetidine-1-carboxylate)